ClC1=C(C=CC(=C1)Cl)C1=C(C=C(C(=C1)C1=CC=CC=C1)C1=CC=CC=C1)C=1N(C=CN1)C1(N=C(C(=N1)C1=CC=CC=C1)C1=CC=CC=C1)C1=C(C=C(C=C1)Cl)Cl 2,2'-bis(2,4-dichlorophenyl)-4,4',5,5'-tetraphenyl-phenyl-1,2'-biimidazole